4-[(3-chlorobenzyl)-(cyclopropylmethyl)-amino]-furan-2(5H)-one ClC=1C=C(CN(C2=CC(OC2)=O)CC2CC2)C=CC1